2-oxo-N-(1H-pyrazolo[4,3-c]pyridin-7-yl)-2-[(2R,5S)-2-[2-[1-[(dimethylamino)methyl]cyclopropyl]-1,3-benzothiazol-5-yl]-5-methyl-1-piperidyl]acetamide O=C(C(=O)NC=1C2=C(C=NC1)C=NN2)N2[C@H](CC[C@@H](C2)C)C=2C=CC1=C(N=C(S1)C1(CC1)CN(C)C)C2